OC1=C(C=CC=C1)C=1C(=NC2=C(C1)NC(=N2)O)C2=CC=CC=C2.OC2=C(C=CC=C2)C=2C(=NC1=C(C2)NC(=N1)O)C1=CC=CC=C1.OC1=C(C=CC=C1)C=1C(=NC2=C(C1)NC(=N2)O)C2=CC=CC=C2.[Al+3] aluminum (III) tris[(hydroxyphenyl)phenylimidazopyridinol]